[Si](C1=CC=CC=C1)(C1=CC=CC=C1)(C(C)(C)C)OCCC(CO)C 4-((tert-butyldiphenylsilyl)oxy)-2-methylbutan-1-ol